dibutyl-hydroxytoluene C(CCC)C(C1=CC=CC=C1)(O)CCCC